trisilver [Ag].[Ag].[Ag]